2-((2R,3R)-3-aminotetrahydro-2H-pyran-2-yl)-5-chloro-3-iodo-N-(thiophen-2-ylmethyl)thieno[3,2-b]pyridin-7-amine hydrochloride Cl.N[C@H]1[C@@H](OCCC1)C1=C(C2=NC(=CC(=C2S1)NCC=1SC=CC1)Cl)I